2-bromo-4-(2,2-difluorocyclopropyl)-1-methoxybenzene BrC1=C(C=CC(=C1)C1C(C1)(F)F)OC